ClC=1C=C2C=NN(C2=C(C1)C(=O)O)CC1=CC=C(C=C1)C1=CC(=NC=C1)OC 5-chloro-1-(4-(2-methoxypyridin-4-yl)benzyl)-1H-indazole-7-carboxylic acid